5-(2-bromoethoxy)-1H-indazole BrCCOC=1C=C2C=NNC2=CC1